COC(=O)C1=NC=C(C(=C1)OC)NC=1N=CC2=C(N(CC(C(N2C)=O)(F)F)C(C)C)N1 5-((7,7-difluoro-9-isopropyl-5-methyl-6-oxo-8H-pyrimido[4,5-b][1,4]diazepin-2-yl)amino)-4-methoxy-pyridine-2-carboxylic acid methyl ester